ClC1=CC=C(OCC(=O)NN)C=C1 2-(4-chlorophenoxy)acethydrazide